3-(5-amino-3-methyl-2-oxo-benzoimidazol-1-yl)-1-[(4-methoxyphenyl)methyl]piperidine-2,6-dione NC1=CC2=C(N(C(N2C)=O)C2C(N(C(CC2)=O)CC2=CC=C(C=C2)OC)=O)C=C1